ethyl ((R)-1-(3-(benzyloxy)phenyl)butan-2-yl)(methyl)phosphinate C(C1=CC=CC=C1)OC=1C=C(C=CC1)C[C@@H](CC)P(OCC)(=O)C